(8-chloro-6-methylimidazo[1,2-a]pyridin-2-yl)[(3S,4S)-4-(3,4-dihydroisoquinolin-2(1H)-yl)-3-hydroxypiperidin-1-yl]methanone ClC=1C=2N(C=C(C1)C)C=C(N2)C(=O)N2C[C@@H]([C@H](CC2)N2CC1=CC=CC=C1CC2)O